FC(CC[Si]1(O[SiH2]O[SiH2]O1)C)(F)F 3,3,3-trifluoropropylmethyl-cyclotrisiloxane